9-(4-((1-(3-fluoropropyl)azetidin-3-yl)methyl)phenyl)-8-((1s,4s)-4-methylcyclohexyl)-6,7-dihydro-5H-benzo[7]annulene-3-carboxylic acid FCCCN1CC(C1)CC1=CC=C(C=C1)C1=C(CCCC2=C1C=CC(=C2)C(=O)O)C2CCC(CC2)C